C(C)(C)(C)OC(N(C)C1CCC(CC1)C=1C(=C2CCN(C2=CC1F)C1C(NC(CC1)=O)=O)F)=O [4-[1-(2,6-dioxo-3-piperidinyl)-4,6-difluoro-indolin-5-yl]cyclohexyl]-N-methylcarbamic acid tert-butyl ester